tert-butyl (3R)-3-{[6-(methylcarbamoyl)pyridin-3-yl]oxy}pyrrolidine-1-carboxylate CNC(=O)C1=CC=C(C=N1)O[C@H]1CN(CC1)C(=O)OC(C)(C)C